(10-oxo-10H-9-oxa-10-phosphaphenanthren-10-ylmethyl)succinic acid O=P1(OC2=CC=CC=C2C=2C=CC=CC12)CC(C(=O)O)CC(=O)O